FC=1C=C2C(=C(C(=NC2=CC1F)OC)C(=O)NCC1=CC(=CC=C1)F)OC 6,7-difluoro-N-[(3-fluorophenyl)-methyl]-2,4-dimethoxy-quinoline-3-carboxylic acid amide